CC1(C2=C(C(C=3C4=CC(=CC=C4NC13)C#N)=O)C=CC(=C2)OC[C@H]([C@@H](CO)O)O)C 6,6-Dimethyl-11-oxo-8-((2R,3R)-2,3,4-trihydroxy-butoxy)-6,11-dihydro-5H-benzo[b]carbazole-2-carbonitrile